C(CCCCCCC)OCOCCCC(CC(CC(CC(CC(CC(CCCBr)C)C)C)C)C)C 17-bromo-4,6,8,10,12,14-hexamethylheptadecyl octyloxymethyl ether